C(C)(C)(C)OC(=O)N1CC2=C(C=C(C(=C2CC1)F)OC(C)C)O 5-fluoro-8-hydroxy-6-isopropoxy-3,4-dihydroisoquinoline-2(1H)-carboxylic acid tert-butyl ester